N2-tert-butyl-N8-(3-(difluoromethyl)phenyl)-9-(piperidin-4-yl)-9H-purine-2,8-diamine C(C)(C)(C)NC1=NC=C2N=C(N(C2=N1)C1CCNCC1)NC1=CC(=CC=C1)C(F)F